3-Methyl-1-Butanol CC(CCO)C